C(CCC(=O)O)(=O)O.S(=O)(=O)(OCCCCCCCCCCCC)O lauryl sulfate succinate